ClC1=C(C=C2C(=C(N(C2=C1F)C)C=1NC(=NN1)[C@@H](COC)N(C)C)N1C=NC=C1)OC (S)-1-(5-(6-chloro-7-fluoro-3-(1H-imidazol-1-yl)-5-methoxy-1-methyl-1H-indol-2-yl)-4H-1,2,4-triazol-3-yl)-2-methoxy-N,N-dimethylethan-1-amine